3-(3-bromo-4-fluorobenzylidene)-2-(quinolin-8-yl)isoindolin-1-one BrC=1C=C(C=C2N(C(C3=CC=CC=C23)=O)C=2C=CC=C3C=CC=NC23)C=CC1F